C(C)(C)(C)OC(=O)N1CCC(CC1)N1C2=C(N(C(C1=O)=O)C)C=C(C=N2)C(=O)O 4-(1-(tert-butoxycarbonyl)piperidin-4-yl)-1-methyl-2,3-dioxo-1,2,3,4-tetrahydropyrido[2,3-b]Pyrazine-7-carboxylic acid